Cl.FC1([C@@H]2[C@H](N[C@H](C1)CC2)C(=O)N[C@H](\C=C\2/C(OCC2)=O)C[C@H]2C(NCC2)=O)F (1S,3S,4S)-5,5-difluoro-N-[(1S,2Z)-1-[[(3S)-2-oxopyrrolidin-3-yl]methyl]-2-(2-oxotetrahydrofuran-3-ylidene)ethyl]-2-azabicyclo[2.2.2]octane-3-carboxamide hydrochloride